4-nitrobenzene (R)-(1-phenylprop-2-yl)carbamate C1(=CC=CC=C1)C[C@@H](C)NC(O)=O.[N+](=O)([O-])C1=CC=CC=C1